4,4-dinitrostilbene-2,2-disulfonic acid disodium salt [Na+].[Na+].[N+](=O)([O-])C1(CC(C(C=C1)C=CC1=CC=CC=C1)(S(=O)(=O)[O-])S(=O)(=O)[O-])[N+](=O)[O-]